benzyl ((1-(cyanoimino)hexahydro-1λ4-thiopyran-4-yl)methyl)carbamate C(#N)N=S1CCC(CC1)CNC(OCC1=CC=CC=C1)=O